1-methyl-1H-pyrazol-4-yl-4-oxo-1,4-dihydroquinolin-2-yl-4-(methylsulfonyl)benzonitrile CN1N=CC(=C1)C=1C(=C(C#N)C=CC1S(=O)(=O)C)C=1NC2=CC=CC=C2C(C1)=O